(3R,4S)-3-amino-4-(3-boronopropyl)-1-(4-chlorophenylcarbamoyl)pyrrolidine-3-carboxylic acid N[C@]1(CN(C[C@@H]1CCCB(O)O)C(NC1=CC=C(C=C1)Cl)=O)C(=O)O